4-amino-N'-(indoline-6-carbonyl)-3-morpholinobenzenesulfonohydrazide NC1=C(C=C(C=C1)S(=O)(=O)NNC(=O)C1=CC=C2CCNC2=C1)N1CCOCC1